5-((2',3'-dichloro-3,6-dihydro-[4,4'-bipyridyl]-1(2H)-yl)methyl)-2-(2,6-dioxopiperidin-3-yl)isoindoline-1,3-dione ClC1=NC=CC(=C1Cl)C=1CCN(CC1)CC=1C=C2C(N(C(C2=CC1)=O)C1C(NC(CC1)=O)=O)=O